6-fluoro-2-(1-(4-methoxybenzyl)-3-(trifluoromethyl)-1H-1,2,4-triazol-5-yl)imidazo[1,2-a]pyrimidine FC=1C=NC=2N(C1)C=C(N2)C2=NC(=NN2CC2=CC=C(C=C2)OC)C(F)(F)F